N=1C(=CN2C1C=CC=C2)CO imidazo[1,2-a]pyridin-2-yl-methanol